C(C)(C)(C)OC(=O)N[C@@H]1[C@@H](OCC12CCN(CC2)C=2N=CC=NC2)C 5-((3S,4S)-4-((tert-butoxycarbonyl)amino)-3-methyl-2-oxa-8-azaspiro[4.5]decan-8-yl)pyrazin